4-isocyanatomethyloctane N(=C=O)CC(CCC)CCCC